4-phenylphenyl-magnesium chloride C1(=CC=CC=C1)C1=CC=C(C=C1)[Mg]Cl